(R)-1-(4-fluorophenyl)-5-(3-methyl-4-((1-methyl-3-(trifluoromethyl)-1H-pyrazol-4-yl)sulfonyl)piperazin-1-yl)-1H-indazole FC1=CC=C(C=C1)N1N=CC2=CC(=CC=C12)N1C[C@H](N(CC1)S(=O)(=O)C=1C(=NN(C1)C)C(F)(F)F)C